5-Bromo-2,2,4-trifluorobenzo[d][1,3]dioxole BrC1=C(C2=C(OC(O2)(F)F)C=C1)F